stearyl phenyl ether C1(=CC=CC=C1)OCCCCCCCCCCCCCCCCCC